O(C1=CC=CC=C1)C1=CC=C(C=C1)NC=1C2=CNC=3N=CN=C(N(N1)C1COCCC1)C32 N-(4-phenoxyphenyl)-5-(tetrahydro-2H-pyran-3-yl)-1,5-dihydro-1,4,5,6,8-penta-aza-acenaphthylen-3-amine